N=1N=C(NC1)C1=CC=CC=C1C(=O)N 4H-1,2,4-triazole-3-benzamide